COC(C1=C(C=C(C=C1)Cl)S(=O)(=O)N(C1=CC=CC=C1)C)=O 4-chloro-2-(N-methyl-N-phenylaminosulfonyl)benzoic acid methyl ester